OC(=O)C(F)(F)F.O1C(CC1)CN1C=NC2=C1C=C(C=C2)N 1-(oxetan-2-ylmethyl)-1H-benzo[d]imidazol-6-amine TFA salt